C(C)(C)(C)OC(=O)N1CCN(CC1)C1=CC=C(C=2C1=NN(N2)C)C(=O)OC methyl 7-[4-(tert-butoxy carbonyl) piperazin-1-yl]-2-methyl-1,2,3-benzotriazole-4-carboxylate